NC1=C(C=C(C=C1C1=CC=C(C=C1)S(N)(=O)=O)/C=C/C=1C=C(C=CC1)CC(=O)O)C(N)=O (E)-3-(2-(6-amino-5-carbamoyl-4'-sulfamoyl-[1,1'-biphenyl]-3-yl)vinyl)phenylacetic acid